O1C(=CC=C1)CCCN 3-(2-furyl)propan-1-amine